CN(CCC=1C(=CC(N(C1)C(C(=O)N[C@@H](CC(=O)O)C=1C=C(C=CC1)C1=C(C=CC=C1C)C)CC(C)C)=O)C(F)(F)F)C (3S)-3-(2-(5-(2-(dimethylamino)ethyl)-2-oxo-4-(trifluoromethyl)pyridin-1(2H)-yl)-4-methylpentanamido)-3-(2',6'-dimethylbiphenyl-3-yl)propanoic acid